tert-butyl 2'-(2-ethoxyphenyl)-8'-oxo-7',8'-dihydro-6'H-spiro[piperidine-4,5'-[1,7]naphthyridine]-1-carboxylate C(C)OC1=C(C=CC=C1)C1=NC=2C(NCC3(C2C=C1)CCN(CC3)C(=O)OC(C)(C)C)=O